C(CC)C(C(=O)O)CCCCCCC(C(=O)O)CCC 2,9-dipropylsebacic acid